(3-methyl-5-p-fluorophenylamino-1H-pyrazol-1-yl)-5,6-dimethyl-4(3H)pyrimidinone CC1=NN(C(=C1)NC1=CC=C(C=C1)F)C1=NC(=C(C(N1)=O)C)C